4-(5-methyl-2-((1-methyl-1H-pyrazol-5-yl)amino)pyrimidin-4-yl)-N-(2-methyl-2-phenylpropyl)oxazole-2-carboxamide CC=1C(=NC(=NC1)NC1=CC=NN1C)C=1N=C(OC1)C(=O)NCC(C)(C1=CC=CC=C1)C